2-(2-phenylethynyl)pyrazine C1(=CC=CC=C1)C#CC1=NC=CN=C1